FC1=CC(=C(C(=C1)NC1=NN=NN1C)N)OC 5-fluoro-3-methoxy-N1-(1-methyl-1H-tetrazol-5-yl)benzene-1,2-diamine